3-(3-(4-((pyridin-3-yloxy)methyl)benzyl)isoxazol-5-yl)pyridin-2-amine N1=CC(=CC=C1)OCC1=CC=C(CC2=NOC(=C2)C=2C(=NC=CC2)N)C=C1